potassium propanoate C(CC)(=O)[O-].[K+]